C1C(CCC2=CC=CC=C12)=O 1,2,3,4-tetrahydronaphthalen-2-one